5-{2-acetamidoimidazo[1,2-b]pyridazin-6-yl}-2-methoxy-6-methyl-N-{2-[3-(trifluoromethoxy)phenyl]ethyl}pyridine-3-carboxamide C(C)(=O)NC=1N=C2N(N=C(C=C2)C=2C=C(C(=NC2C)OC)C(=O)NCCC2=CC(=CC=C2)OC(F)(F)F)C1